(Z)-hex-4-enoic acid C(CC\C=C/C)(=O)O